1,4-bis[3-dodecyloxy-2-hydroxy-propylamino]benzene C(CCCCCCCCCCC)OCC(CNC1=CC=C(C=C1)NCC(COCCCCCCCCCCCC)O)O